FC1=C(O[C@H]2[C@H]([C@]3([C@@H](CN(C3)C(=O)OCC3=CC=CC=C3)C2)O)O)C=CC=C1 Benzyl (3aR,4R,5R,6aR)-5-(2-fluorophenoxy)-3a,4-dihydroxyhexahydrocyclopenta[c]pyrrole-2(1H)-carboxylate